5-(2-cyclopropylethynyl)-2-({6-methylimidazo[1,2-a]pyridin-2-yl}methyl)-1,2-dihydro-2,7-naphthyridin-1-one C1(CC1)C#CC1=C2C=CN(C(C2=CN=C1)=O)CC=1N=C2N(C=C(C=C2)C)C1